SC1=NC(=CC(=N1)Br)Br 2-mercapto-4,6-dibromopyrimidine